2,3-dimethylbutanol CC(CO)C(C)C